C1(CCC1)CN[C@H]1CN(CCC1)C1=CC(N(C=C1)C(C)N1N=NC(=C1)C=1C=NC=C(C1)N1CCN(CC1)C)=O 4-((R)-3-((cyclobutylmethyl)amino)piperidin-1-yl)-1-(1-(4-(5-(4-methylpiperazin-1-yl)pyridin-3-yl)-1H-1,2,3-triazol-1-yl)ethyl)pyridin-2(1H)-one